3-{[bis(diisopropylamino)phosphanyl]oxy}propionitrile C(C)(C)N(C(C)C)P(OCCC#N)N(C(C)C)C(C)C